FC(C(=O)O)(F)F.N[C@@H]1[C@H](CCNCC1)C1=C(C2=NC(=CC(=C2S1)NCC=1SC=CC1)Cl)Br 2-((4S,5S)-5-aminoazepan-4-yl)-3-bromo-5-chloro-N-(thiophen-2-ylmethyl)thieno[3,2-b]pyridin-7-amine trifluoroacetate